C1(CCCCC1CO)CO 1,6-cyclohexanedimethanol